C(C)(C)(C)OC(=O)N1C[C@@H](N(CC1)CC1=CC(=C(C=C1)OC(F)(F)F)F)COCC#C (R)-4-(3-fluoro-4-(trifluoromethoxy)benzyl)-3-((prop-2-yn-1-yloxy)methyl)piperazine-1-carboxylic acid tert-butyl ester